BrC1=CC(=CC=2N1N=CN2)C2(CC(C2)C)C2=NN=CN2C 5-bromo-7-[3-methyl-1-(4-methyl-1,2,4-triazol-3-yl)cyclobutyl][1,2,4]triazolo[1,5-a]pyridine